C(C)(C)(C)OC(=O)NCC1(CCN(CC1)C=1N=CC(=NC1CO)S)C.[Na] sodium 5-(4-(((tert-butoxycarbonyl)amino)methyl)-4-methylpiperidin-1-yl)-6-(hydroxymethyl)pyrazine-2-thiol